COC(=O)C1=CC=C(C=C1)C1NCCN(C1)CC=1OC=CN1 2-(4-(methoxycarbonyl)phenyl)-4-(oxazol-2-yl-methyl)piperazin